1-phenylethane-1,2-dione C1(=CC=CC=C1)C(C=O)=O